6-(azetidin-1-yl)-N-(3-(cyclopentylsulfonyl)phenyl)-2-(7-azaspiro[3.5]nonan-7-yl)nicotinamide N1(CCC1)C1=NC(=C(C(=O)NC2=CC(=CC=C2)S(=O)(=O)C2CCCC2)C=C1)N1CCC2(CCC2)CC1